morpholin-2-yl acetate C(C)(=O)OC1CNCCO1